2-Ethyl-3-(2-ethylphenyl)-7-fluoro-6-iodoquinazolin-4(3H)-one C(C)C1=NC2=CC(=C(C=C2C(N1C1=C(C=CC=C1)CC)=O)I)F